C1(CCCC1)C(CO)CO 2-cyclopentyl-1,3-propanediol